(2R,3R,4S,5R)-2-{4-amino-5-bromo-7H-pyrrolo[2,3-d]pyrimidin-7-yl}-5-[(1E)-5-[(cyclobutylmethyl)amino]pent-1-en-1-yl]oxolane-3,4-diol NC=1C2=C(N=CN1)N(C=C2Br)[C@@H]2O[C@@H]([C@H]([C@H]2O)O)\C=C\CCCNCC2CCC2